N=C(N1N=C(C=2C1=NC(=NC2N)C2=CC=CC=C2)NC2=CC=C(C=C2)C(F)(F)F)C2=CC=CC=C2 1-[imino(phenyl)methyl]-4-amino-3-(4-trifluoromethyl-phenyl)amino-6-phenylpyrazolo[3,4-d]pyrimidine